oleamidopropyl dimethylhydroxypropyl phosphate P(=O)(OCCCNC(CCCCCCC\C=C/CCCCCCCC)=O)(OCCC(O)(C)C)[O-]